3-cyano-3-(1-hydroxyethyl)piperidine-1-carboxylic acid tert-butyl ester C(C)(C)(C)OC(=O)N1CC(CCC1)(C(C)O)C#N